1-(4-amino-3-nitrophenyl)guanidine hemicarbonate C(O)(O)=O.NC1=C(C=C(C=C1)NC(=N)N)[N+](=O)[O-].NC1=C(C=C(C=C1)NC(=N)N)[N+](=O)[O-]